acryloxypropyldiethoxymethylsilane C(C=C)(=O)OCCC[SiH2]C(OCC)OCC